ClC1=C(C=C(C=C1)[C@@H]1O[C@@H]([C@H]([C@@H]([C@H]1O)O)O)C)CC1=CC=C(C=C1)OCC (2S,3R,4S,5S,6R)-2-(4-chloro-3-(4-ethoxybenzyl)phenyl)-6-meth-yltetrahydro-2H-pyran-3,4,5-triol